2-(2-methyl-6,7-dihydro-4H-oxazolo[4,5-c]pyridin-5-yl)-N-(3-sulfamoyl-phenyl)-5-(trifluoro-methyl)pyridine-3-carboxamide CC=1OC2=C(CN(CC2)C2=NC=C(C=C2C(=O)NC2=CC(=CC=C2)S(N)(=O)=O)C(F)(F)F)N1